2-bromo-3-benzothiophene BrC1=CC2=C(S1)C=CC=C2